C1(CC1)OCC(=O)ON1C(C2=CC=CC=C2C1=O)=O 1,3-dioxoisoindolin-2-yl 2-cyclopropoxyacetate